2-(4-(5-Chloro-2-(4-chloro-1H-1,2,3-triazol-1-yl)phenyl)-2,5-dioxapiperazin-1-yl)-N-(2-methyl-2H-indazol-5-yl)-3-(pyridin-3-yl)propanamide ClC=1C=CC(=C(C1)N1CON(CO1)C(C(=O)NC1=CC2=CN(N=C2C=C1)C)CC=1C=NC=CC1)N1N=NC(=C1)Cl